O[C@]12[C@@H]3CC[C@@H]4C[C@H](CC[C@@]4([C@H]3CC[C@@]2([C@H](CC1)C=1C=CC(OC1)=O)C)C)OC(=O)NCCCC(=O)O 4-(((((3S,5R,8R,9S,10S,13R,14S,17R)-14-hydroxy-10,13-dimethyl-17-(2-oxo-2H-pyran-5-yl)hexadecahydro-1H-cyclopenta[a]phenanthren-3-yl)oxy)carbonyl)amino)butanoic acid